ethyl 3-((S)-4-isopropylcyclohex-1-en-1-yl)-2-methylpropionate C(C)(C)[C@@H]1CC=C(CC1)CC(C(=O)OCC)C